COC=1C=C(C=CC1OC)C=CC(=O)C1=C(C=C(C=C1OC)OCC1=CC=CC=C1)O 3-(3,4-Dimethoxyphenyl)-1-(2-hydroxy-6-methoxy-4-phenylmethoxyphenyl)prop-2-en-1-one